N1(N=NC=C1)S(=O)(=O)N1CCNCC1 1-(triazol-1-ylsulfonyl)piperazine